methyl-((2-(bis(4-methoxyphenyl) (phenyl) methoxy) ethyl) (2-((tert-butyldimethylsilyl) oxy) ethyl) amino)-10-oxodecanoate CC(C(=O)[O-])(CCCCCCCC=O)N(CCO[Si](C)(C)C(C)(C)C)CCOC(C1=CC=CC=C1)(C1=CC=C(C=C1)OC)C1=CC=C(C=C1)OC